6-(8-Fluoro-2-methylimidazo[1,2-a]pyridin-6-yl)-N-(1,2,2,6,6-pentamethylpiperidin-4-yl)[1,3]thiazolo[4,5-c]pyridin-2-amin FC=1C=2N(C=C(C1)C1=CC3=C(C=N1)N=C(S3)NC3CC(N(C(C3)(C)C)C)(C)C)C=C(N2)C